COC1=CC(=CC=2C=C(SC21)C2=CN(C=1N=CN=C(C12)NC)[C@@H]1CN(CC1)C(C=C)=O)C (S)-1-(3-(5-(7-methoxy-5-methylbenzothiophen-2-yl)-4-methylamino-7H-pyrrolo[2,3-d]pyrimidin-7-yl)pyrrolidin-1-yl)prop-2-en-1-one